FC(C1=C(C=CC(=C1)C(F)(F)F)C1CCC2=C(N(C1=O)CC#CC=1C=NN(C1)CS(=O)(=O)C)C=CC(=C2)F)(F)F 3-(2,4-bis(trifluoromethyl)phenyl)-7-fluoro-1-(3-(1-((methylsulfonyl)methyl)-1H-pyrazol-4-yl)prop-2-yn-1-yl)-1,3,4,5-tetrahydro-2H-benzo[b]azepine-2-One